C(=O)(O)CCS(=O)S(=O)C(CCC(=O)O)(C)C#N 4-[(2-carboxyethyl-sulfinyl)sulfinyl]-4-cyanopentanoic acid